C(C)OS(=O)(=O)C1=C(C=CC(=C1)O)O 2,5-dihydroxybenzenesulfonic acid ethyl ester